((2S,3S)-1-(azetidin-1-ylcarbonyl)-2-(3-bromobenzyl)pyrrolidin-3-yl)carbamic acid benzyl ester C(C1=CC=CC=C1)OC(N[C@@H]1[C@@H](N(CC1)C(=O)N1CCC1)CC1=CC(=CC=C1)Br)=O